1-ethylpyrrolidinium C(C)[NH+]1CCCC1